tert-butyl ((1S,2S,4S)-2-(methylamino)-4-(3-(trifluoromethyl)phenyl)cyclohexyl)-carbamate CN[C@@H]1[C@H](CC[C@@H](C1)C1=CC(=CC=C1)C(F)(F)F)NC(OC(C)(C)C)=O